ClC1=C(C=O)C=C(C=C1C=O)Cl 2,5-dichloroisophthalaldehyde